(R)-3-(2-isopropylphenyl)-1-((7-methoxybenzofuran-5-yl)methyl)piperazine C(C)(C)C1=C(C=CC=C1)[C@@H]1CN(CCN1)CC=1C=C(C2=C(C=CO2)C1)OC